ClC1=CC(=C(C=C1)C1OC2=C(C=CC=C2C(=C1)F)C1CCN(CC1)CC=1N(C=2C(=NC=C(C2)C(=O)O)N1)C[C@H]1OCC1)F 2-((4-(2-(4-chloro-2-fluorophenyl)-4-fluoro-2H-chromen-8-yl)piperidin-1-yl)methyl)-1-(((S)-Oxetan-2-yl)methyl)-1H-imidazo[4,5-b]pyridine-6-carboxylic acid